N-cyclopropyl-2-(difluoromethoxy)-6-methoxy-4-[7-[2-(2-morpholinoethoxy)ethoxy]imidazo[1,2-a]pyridin-3-yl]benzamide C1(CC1)NC(C1=C(C=C(C=C1OC)C1=CN=C2N1C=CC(=C2)OCCOCCN2CCOCC2)OC(F)F)=O